4-(((1R,2S)-2-hydroxycyclopentyl)(methyl)amino)-3-methoxy-N-(5-(5-methyl-1H-pyrazol-1-yl)-1,3,4-thiadiazol-2-yl)-2-oxo-2H-pyran-6-carboxamide O[C@@H]1[C@@H](CCC1)N(C1=C(C(OC(=C1)C(=O)NC=1SC(=NN1)N1N=CC=C1C)=O)OC)C